FC(F)(F)C1=NN(C=C1C(=O)Cl)COCC[Si](C)(C)C (trifluoromethyl)-1-((2-(trimethylsilyl)ethoxy)methyl)-1H-pyrazole-4-carbonyl chloride